DL-β-Hydroxybutyric acid sodium salt CC(CC(=O)[O-])O.[Na+]